N-(2-butoxyethyl)acrylamide C(CCC)OCCNC(C=C)=O